methyl 6-bromo-4'-tert-butyl-4-methyl-[1,1'-biphenyl]-2-carboxylat BrC=1C=C(C=C(C1C1=CC=C(C=C1)C(C)(C)C)C(=O)OC)C